ClC=1C=C2C=NN(C2=CC1N1CCN(CC1)C1(COC1)C)C=1C=NN(C1)[C@@H]1C[C@H](C1)OC 5-chloro-1-[1-(trans-3-methoxycyclobutyl)-1H-pyrazol-4-yl]-6-[4-(3-methyloxetan-3-yl)piperazin-1-yl]-1H-indazole